(S)-4-(6-(6-ethoxy-2-methyl-2H-indazole-5-carboxamido)-4-methylpyridazin-3-yl)-2-methylpiperazine-1-carboxylic acid tert-butyl ester C(C)(C)(C)OC(=O)N1[C@H](CN(CC1)C=1N=NC(=CC1C)NC(=O)C1=CC2=CN(N=C2C=C1OCC)C)C